[2,3-Dicarboxy-6-[4-[4-(3-oxo-3-phenylprop-1-enyl)phenyl]phenoxy]phenyl]-4-[4-[4-(3-oxo-3-phenylprop-1-enyl)phenyl]phenoxy]phthalic acid C(=O)(O)C1=C(C(=CC=C1C(=O)O)OC1=CC=C(C=C1)C1=CC=C(C=C1)C=CC(C1=CC=CC=C1)=O)C1=C(C(C(=O)O)=CC=C1OC1=CC=C(C=C1)C1=CC=C(C=C1)C=CC(C1=CC=CC=C1)=O)C(=O)O